2-fluoro-N-[4-fluoro-5-(2-morpholin-4-ylpyrimidin-5-yl)-2-[(3R,5S)-3,4,5-trimethylpiperazin-1-yl]phenyl]-3-methoxybenzamide FC1=C(C(=O)NC2=C(C=C(C(=C2)C=2C=NC(=NC2)N2CCOCC2)F)N2C[C@H](N([C@H](C2)C)C)C)C=CC=C1OC